ClC1=C(C=CC(=C1)C(F)(F)F)NC(CN1C(=C(C(N2N=C(N=C12)C=1C=C2C(NCC2=CC1)=O)=O)N1CCN(CC1)C(=O)C1=NC=NC(=C1O)C)CC)=O N-[2-chloro-4-(trifluoromethyl)phenyl](6-ethyl-5-{4-[(5-hydroxy-6-methyl-4-pyrimidinyl)carbonyl]-1-piperazinyl}-4-oxo-2-(3-oxo-5-isoindolinyl)-1,3,3a,7-tetraaza-7-indenyl)acetamide